1,2-dimethoxyphenylisothiocyanate COC1(C(C=CC=C1)OC)N=C=S